azepane-2,2-diphosphonic acid N1C(CCCCC1)(P(O)(=O)O)P(O)(=O)O